[Rh]Cl.C1=CCCCCCC1.C1=CCCCCCC1 dicyclooctene rhodium (I) chloride